trioctylmethylammonium chlorid [Cl-].C(CCCCCCC)[N+](C)(CCCCCCCC)CCCCCCCC